BrC(=O)[C@@H](O)[C@@H](O)[C@H](O)[C@H](O)CO bromomannose